O1CCC2=C1C=CC=C2 2,3-Dihydrobenzofuran